(((2R,3S,4R,5R)-5-(4-aminopyrrolo[2,1-f][1,2,4]triazin-7-yl)-5-cyano-4-hydroxy-2-(((pivaloyloxy)methoxy)methyl)tetrahydro-furan-3-yl)oxy)methyl pivalate C(C(C)(C)C)(=O)OCO[C@@H]1[C@H](O[C@@]([C@@H]1O)(C#N)C1=CC=C2C(=NC=NN21)N)COCOC(C(C)(C)C)=O